N1-(2-(dimethylamino)ethyl)-5-methoxy-N1-methyl-N4-(4-(1-methyl-1H-pyrrolo[2,3-b]pyridin-3-yl)pyridin-2-yl)benzene-1,2,4-triamine CN(CCN(C=1C(=CC(=C(C1)OC)NC1=NC=CC(=C1)C1=CN(C2=NC=CC=C21)C)N)C)C